3,5-di-tertiary butyl-salicylaldehyde C(C)(C)(C)C1=C(C(C=O)=CC(=C1)C(C)(C)C)O